C(C1=CC=CC=C1)OC1=C(C(=CC(=C1)Br)F)[N+](=O)[O-] (benzyloxy)-5-bromo-3-fluoro-2-nitrobenzene